N-phenyl-7-methyl-4-((2-methylthiazol-4-yl)ethynyl)-7H-pyrrolo[2,3-d]pyrimidine-6-carboxamide C1(=CC=CC=C1)NC(=O)C1=CC2=C(N=CN=C2C#CC=2N=C(SC2)C)N1C